trans-3-(4-(4-(1-(pent-3-yl)-1H-pyrazol-4-yl)pyrazolo[1,5-a]pyrazin-6-yl)-1H-pyrazol-1-yl)cyclobutanol CCC(CC)N1N=CC(=C1)C=1C=2N(C=C(N1)C=1C=NN(C1)[C@@H]1C[C@H](C1)O)N=CC2